N(=C=S)C#CC1=CC=CC=C1 ISOTHIOCYANATOETHYNYLBENZENE